S(=O)(=O)([O-])[O-].C(C)N(C=1C=C2OC3=CC(C4=C(C3=NC2=CC1)C=CC=C4)=[NH2+])CC.C(C)N(CC)C=4C=C1OC2=CC(C3=C(C2=NC1=CC4)C=CC=C3)=[NH2+] [9-(diethyl-amino)benzo[a]phenoxazin-5-ylidene]azanium sulfate